C(C(C)C)C=CC(=O)OCCC[Si](OC)(OC)OC 3-(Isobutylacryloyloxy)propyltrimethoxysilane